C(C1=CC=CC=C1)N1C(C=C(C=C1)C=1OC(=NN1)C(F)F)=O 1-benzyl-4-(5-(difluoromethyl)-1,3,4-oxadiazol-2-yl)pyridin-2(1H)-one